N-hydroxyisopropyl-N'-hydroxyethyl-hexamethylenediamine ONCCCCCCN(CCO)C(C)C